FC(C(=O)O)(F)F.C(C)(C)(C)NC(COC1=CC(=CC=C1)C1=NC2=CC(=C(C=C2C(=N1)NC1=NN(C=C1)C)OC)C)=O N-(tert-butyl)-2-(3-(6-methoxy-7-methyl-4-((1-methyl-1H-pyrazol-3-yl)-amino)quinazolin-2-yl)phenoxy)acetamide trifluoroacetic acid salt